C(C)SC=1C(=NC=C(C1)OC1=NC=CC=C1)C1=NC=C2N1C=CN=C2OCC(C(F)(F)F)(F)F 3-[3-ethylsulfanyl-5-(2-pyridyloxy)-2-pyridyl]-8-(2,2,3,3,3-penta-fluoropropoxy)imidazo[1,5-a]pyrazine